2-([6-[(2,5-dichloropyrimidin-4-yl)amino]-1-isopropyl-2-oxoquinolin-3-yl]oxy)acetamide ClC1=NC=C(C(=N1)NC=1C=C2C=C(C(N(C2=CC1)C(C)C)=O)OCC(=O)N)Cl